CC1=CC=CC=C1OCC2=CC=CC=C2/C(=N\\OC)/C(=O)OC The molecule is a carboxylic ester that is the methyl ester of (2E)-(methoxyimino){2-[(2-methylphenoxy)methyl]phenyl}acetic acid. A fungicide for the control of scab on apples and pears and other fungal diseases on a wide range of crops. It has a role as a mitochondrial cytochrome-bc1 complex inhibitor, an environmental contaminant, a xenobiotic and an antifungal agrochemical. It is an oxime O-ether, an aromatic ether, a methyl ester and a methoxyiminoacetate strobilurin antifungal agent.